BrC1=C(C=CC(=C1)C(C)(C)C)C1=CC=C(C=C1)Cl 2-bromo-4-tert-butyl-4'-chloro-1,1'-biphenyl